[Ti].[Ce].[Cu] copper-cerium-titanium